C1(=CC=CC=2C3=CC=CC=C3CC12)COC(=O)N[C@@H](CC(C)C)C(=O)[O-] fluorenylmethoxycarbonyl-leucinate